ClC1=C(C=CC(=C1)C(F)(F)F)N1CCC(CC1)(C(=O)NCCNC)C=1C=CC(=NC1)C=1C(=NC=CC1)OCC 1-[2-chloro-4-(trifluoromethyl)phenyl]-4-{2'-ethoxy-[2,3'-bipyridinyl]-5-yl}-N-[2-(methylamino)ethyl]piperidine-4-carboxamide